CN1N=NC(=C1CO)C1=CC=C(C=C1)[N+](=O)[O-] (1-methyl-4-(4-nitrophenyl)-1H-1,2,3-triazol-5-yl)methanol